CNCCC(=O)OC(C)(C)C tert-Butyl 3-(methylamino)propanoate